OC1CC(C1)NS(=O)(=O)C1=C(C=CC=C1)OC (E)-N-(3-hydroxycyclobutyl)-2-methoxy-benzenesulfonamide